ClC=1C=C2CCC(N(C2=CC1)CC(=O)N)=O 2-(6-chloro-2-oxo-3,4-dihydroquinolin-1(2H)-yl)acetamide